S-p-vinylphenyl S'-propyl trithiocarbonate C(SC1=CC=C(C=C1)C=C)(SCCC)=S